ethyl 2-(4-bromo-7-methoxyindazol-1-yl)acetate BrC1=C2C=NN(C2=C(C=C1)OC)CC(=O)OCC